Methyl 6-(4,4,5,5-tetramethyl-1,3,2-dioxaborolan-2-yl)quinoline-4-carboxylate CC1(OB(OC1(C)C)C=1C=C2C(=CC=NC2=CC1)C(=O)OC)C